6-(4-(2-(diethylamino)ethoxy)phenyl)-1,3,8-trimethylpyrimido[5,4-d]pyrimidin-2,4(1H,3H)-dione C(C)N(CCOC1=CC=C(C=C1)C=1N=C(C=2N(C(N(C(C2N1)=O)C)=O)C)C)CC